bis(4-methylbenzylidene)-D-sorbitol CC1=CC=C(C=C([C@H]([C@H]([C@@H]([C@H](C(O)=CC2=CC=C(C=C2)C)O)O)O)O)O)C=C1